(S)-alpha-methoxy-alpha-(trifluoromethyl)phenylacetyl chloride CO[C@](C(=O)Cl)(C(F)(F)F)C1=CC=CC=C1